(13S,15R)-3-fluoro-13-methyl-15-(3-oxo-3-(pyrrolidin-1-yl)propyl)-6,7,8,9,11,12,13,14,15,16-decahydro-17H-cyclopenta[a]phenanthren-17-one FC=1C=CC=2C3CC[C@@]4(C(C[C@H](C4C3CCC2C1)CCC(N1CCCC1)=O)=O)C